N[C@H](CC(=O)N1CCC(CC1)O)CSC1=CC=CC=C1 (R)-3-amino-1-(4-hydroxypiperidin-1-yl)-4-(phenylsulfanyl)butan-1-one